FC1=CC(=C(C=C1)C1=CC(=C2CNC(C2=C1)=O)C(F)(F)F)C1=NN=CN1C 6-(4-Fluoro-2-(4-methyl-4H-1,2,4-triazol-3-yl)phenyl)-4-(trifluoromethyl)isoindolin-1-one